N1N=C(C=CC=C1)C(=O)N diazepinecarboxamide